FC(C=1C(=C(C=CC1)[C@@H](C)NC=1C2=C(N=C(N1)C)N=C(C(=C2)N2CCN(CC2)CC)OC)F)F (R)-N-(1-(3-(difluoromethyl)-2-fluorophenyl)ethyl)-6-(4-ethylpiperazin-1-yl)-7-methoxy-2-methylpyrido[2,3-d]pyrimidin-4-amine